O1COC(C1)CO 1,3-Dioxolane-4-methanol